1-Cyclobutyl-N-[4-[2-[[4-(dimethylamino)cyclohexyl]amino]-8-isopropyl-7-oxo-pteridin-6-yl]-2-fluoro-phenyl]methanesulfonamide C1(CCC1)CS(=O)(=O)NC1=C(C=C(C=C1)C1=NC=2C=NC(=NC2N(C1=O)C(C)C)NC1CCC(CC1)N(C)C)F